CC1=NOC(=N1)C1CNCCC1 3-methyl-5-(piperidin-3-yl)-1,2,4-oxadiazole